C(C)OCC1(CCC(CC1)C1=C2N(N=C1CN(CCNC)C)CCC2)CC N1-((3-((1r,4r)-4-(ethoxy-methyl)-4-ethylcyclohexyl)-5,6-dihydro-4H-pyrrolo[1,2-b]pyrazol-2-yl)methyl)-N1,N2-dimethylethane-1,2-diamine